BrCCCCCO 5-bromo-1-pentanol